3-{[2-fluoro-3-(methylaminosulfonylamino)phenyl]methyl}-7-(1-methyl-3-pyrazolyloxy)-3,4-dihydro-2H-1,3-benzoxazin-2-one FC1=C(C=CC=C1NS(=O)(=O)NC)CN1C(OC2=C(C1)C=CC(=C2)OC2=NN(C=C2)C)=O